C(C1=CC=CC=C1)N(C(CCl)=O)C[C@H](C)NC(OC(C)(C)C)=O Tert-butyl (S)-(1-(N-benzyl-2-chloroacetamido)propan-2-yl)carbamate